12-cycloheptyl-3,16,18-trimethyl-15-propyl-19-(spiro[3.3]heptan-2-ylmethyl)-1-oxa-4,7,10,13,16-pentaazacyclononadecane-5,8,11,14,17-pentaone C1(CCCCCC1)C1C(NCC(NCC(NC(COC(C(C(N(C(C(N1)=O)CCC)C)=O)C)CC1CC2(C1)CCC2)C)=O)=O)=O